2-(1-cyclobutyl-1H-pyrazol-4-yl)-5-[({1-[2-fluoro-4-(trifluoromethyl) phenyl]cyclopropyl}carbonyl)amino]benzoate C1(CCC1)N1N=CC(=C1)C1=C(C(=O)[O-])C=C(C=C1)NC(=O)C1(CC1)C1=C(C=C(C=C1)C(F)(F)F)F